OP(O)OP(O)O.C(CCCCCCCC)C(C(C(C1=CC=CC=C1)(CCCCCCCCC)CCCCCCCCC)(CCCCCCCCC)O)OC(C)CO tetranonylphenyl-dipropylene glycol diphosphite